Molybdenum nickel sulfide [Ni]=S.[Mo]